(2s,4s)-N-((1s,3s)-3-(tert-butyl)cyclobutyl)-N-methyl-6-oxo-7-oxa-5-azaspiro[3.4]octane-2-carboxamide C(C)(C)(C)C1CC(C1)N(C(=O)C1CC2(C1)NC(OC2)=O)C